N1CCC([13CH2]C1)=O piperidin-4-one-5-13C